O1CCN(CC1)C1=NC(=NC=C1C1=CC=C(C=C1)N1C(CCC1)=O)NC1=CC2=C(OC[C@H]3N2C(CC3)=O)N=C1 (S)-2-((4-morpholino-5-(4-(2-oxopyrrolidin-1-yl)phenyl)pyrimidin-2-yl)amino)-6,6a,7,8-tetrahydro-9H-pyrido[2,3-b]pyrrolo[1,2-d][1,4]oxazin-9-one